(2,2-dimethoxyethoxy)benzene-1,4-diamine COC(COC1=C(C=CC(=C1)N)N)OC